(3S,4R,5R,6R)-2-(4-chloro-3-(4-ethoxyphenyl)phenyl)-5-(octanoyloxy)-6-((octanoyloxy)methyl)tetrahydro-2H-pyran ClC1=C(C=C(C=C1)C1O[C@@H]([C@@H](CC1)OC(CCCCCCC)=O)COC(CCCCCCC)=O)C1=CC=C(C=C1)OCC